FC1=C(N=C2[C@H]3C([C@@H](CC2=C1C1=C2C=NNC2=CC=C1C)C3)(C)C)N3CC1(CN(C1)C(C=C)=O)CC3 1-(6-((1R,9R)-5-fluoro-10,10-dimethyl-6-(5-methyl-1H-indazol-4-yl)-3-azatricyclo[7.1.1.02,7]undeca-2,4,6-trien-4-yl)-2,6-diazaspiro[3.4]octan-2-yl)-2-propen-1-one